fluorodecene FC=CCCCCCCCC